COC(C)C1=C(C=CC=C1)NC1=NC(=NC=C1C(=O)N)NC1=C(C=C2CCN(CC2=C1)C)OC 4-{[2-(1-methoxyethyl)phenyl]amino}-2-[(6-methoxy-2-methyl-1,2,3,4-tetrahydroisoquinolin-7-yl)amino]pyrimidine-5-carboxamide